ClC1=CC(=NC=C1)CNS(=O)(=O)C=1C=C(C=CC1C)NC(CN1N=CC(=C(C1=O)Cl)Cl)=O N-(3-(N-((4-chloropyridin-2-yl)methyl)sulfamoyl)-4-methylphenyl)-2-(4,5-dichloro-6-oxopyridazin-1(6H)-yl)acetamide